4-(isopropylamino)-2-((1r,4r)-4-(2,2,2-trifluoroethoxy)cyclohexylamino)pyrimidine-5-carboxamide C(C)(C)NC1=NC(=NC=C1C(=O)N)NC1CCC(CC1)OCC(F)(F)F